6-chloro-7-(8-chloronaphthalen-1-yl)-8-fluoro-4-((S)-2-methylpiperazin-1-yl)-2-(((S)-1-methylpyrrolidin-2-yl)methoxy)quinazoline ClC=1C=C2C(=NC(=NC2=C(C1C1=CC=CC2=CC=CC(=C12)Cl)F)OC[C@H]1N(CCC1)C)N1[C@H](CNCC1)C